tert-Butyl (S)-2-(((2-(1-benzyl-1H-pyrazol-4-yl)-2-oxoethyl)((benzyloxy)carbonyl)amino)methyl)pyrrolidine-1-carboxylate C(C1=CC=CC=C1)N1N=CC(=C1)C(CN(C(=O)OCC1=CC=CC=C1)C[C@H]1N(CCC1)C(=O)OC(C)(C)C)=O